O1C(OCC1)CCCN1CCN(CC1)C=1C=C2C(N(C(C2=CC1)=O)C1C(NC(CC1)=O)=O)=O 5-(4-(3-(1,3-dioxolan-2-yl)propyl)piperazin-1-yl)-2-(2,6-dioxopiperidin-3-yl)isoindoline-1,3-dione